(S)-N-[(R)-[5-chloro-4-fluoro-2-(prop-2-en-1-yloxy)phenyl](piperidin-4-yl)methyl]-2-methylpropane-2-sulfinamide ClC=1C(=CC(=C(C1)[C@H](N[S@@](=O)C(C)(C)C)C1CCNCC1)OCC=C)F